(2-Chloro-5-methylsulfinyl-phenyl)methanol ClC1=C(C=C(C=C1)S(=O)C)CO